hydroxy-2-(pyridazin-3-yl)pyrimidine-5-carboxylic acid OC1=NC(=NC=C1C(=O)O)C=1N=NC=CC1